5-(2,6-dichlorophenyl)-2-((3,3-difluorocyclobutyl)amino)-6H-pyrimido[1,6-b]pyridazin-6-one ClC1=C(C(=CC=C1)Cl)C=1C(N=CN2N=C(C=CC21)NC2CC(C2)(F)F)=O